2-(1-Ethyl-4-fluoropiperidin-4-yl)-6-(8-fluoro-2-methylimidazo[1,2-a]pyridin-6-yl)quinazolin-4(3H)-one C(C)N1CCC(CC1)(F)C1=NC2=CC=C(C=C2C(N1)=O)C=1C=C(C=2N(C1)C=C(N2)C)F